2-(2-(4,4-dimethylcyclohex-1-en-1-yl)ethyl)hexahydrobenzo[d][1,3]dioxole CC1(CC=C(CC1)CCC1OC2C(O1)CCCC2)C